C(C)(C)(C)OC(=O)N[C@@H]1CC[C@H](CC1)C(=O)O trans-4-(tert-butyloxycarbonylamino)cyclohexanecarboxylic acid